6-[(1-acetylazetidin-3-yl)amino]-2-(3-azabicyclo[3.1.1]heptan-3-yl)-N-[(2R)-2-hydroxy-2-[(3S)-7-hydroxy-1,2,3,4-tetrahydroisoquinolin-3-yl]ethyl]pyrimidine-4-carboxamide C(C)(=O)N1CC(C1)NC1=CC(=NC(=N1)N1CC2CC(C1)C2)C(=O)NC[C@H]([C@H]2NCC1=CC(=CC=C1C2)O)O